O=C1N(C(C=C1)=O)CCC(=O)N[C@@H](C(=O)N[C@H](C(=O)N[C@@H](CCC(=O)OC(C)(C)C)C(=O)NC1=CC=C(C=C1)CO)C)CC(C)C tert-butyl (S)-4-((S)-2-((R)-2-(3-(2,5-dioxo-2,5-dihydro-1H-pyrrol-1-yl) propionamido)-4-methylpentanamido) propionamido)-5-((4-(hydroxymethyl) phenyl) amino)-5-oxopentanoate